(7R,8S)-8-Hydroxy-7-((S)-5H-imidazo[5,1-a]isoindol-5-yl)-5,6,7,8-tetrahydronaphthalen-2-carboxamid O[C@H]1[C@H](CCC=2C=CC(=CC12)C(=O)N)[C@@H]1N2C(C3=CC=CC=C13)=CN=C2